C(C)(C)(C)C=1C=CC(=C(C1)S(=O)(=O)NC(=O)C1=NC2=CC=CC(=C2C=C1)C1=NSC=C1)OC N-((5-(tert-butyl)-2-methoxyphenyl)sulfonyl)-5-(isothiazol-3-yl)-quinoline-2-carboxamide